NC=1C(=NC(=CN1)C1=CC=C(C=C1)N1[C@@H]2CN([C@H](C1)C2)C)C=2C=C1CCNC(C1=CC2)=O 6-(3-amino-6-(4-((1S,4S)-5-methyl-2,5-diazabicyclo[2.2.1]heptan-2-yl)phenyl)pyrazin-2-yl)-3,4-dihydroisoquinolin-1(2H)-one